(E)-2-(1-((4-ethoxy-3-(6-((hydroxyimino)methyl)-5-methyl-4-oxo-7-propyl-3,4-dihydropyrrolo[2,1-f][1,2,4]triazin-2-yl)phenyl)sulfonyl)piperidin-4-yl)ethylnitrate C(C)OC1=C(C=C(C=C1)S(=O)(=O)N1CCC(CC1)CCO[N+](=O)[O-])C1=NN2C(C(N1)=O)=C(C(=C2CCC)/C=N/O)C